ClC1=NC(=C2N=CN(C2=N1)[C@H]1[C@@H]([C@@H]([C@@]2(C[C@H]12)C(=O)N(CCOC)CCOC)O)O)NC(C1CC1)C1CC1 (1S,2R,3S,4R,5S)-4-(2-Chloro-6-((dicyclopropylmethyl)amino)-9H-purin-9-yl)-2,3-dihydroxy-N,N-bis(2-methoxyethyl)bicyclo[3.1.0]hexane-1-carboxamide